5-(2-(((4,4-difluorocyclohexyl)methyl)amino)-7H-pyrrolo[2,3-d]pyrimidin-5-yl)-N-(1-methylpiperidin-4-yl)pyrazolo[1,5-a]pyridine-3-carboxamide FC1(CCC(CC1)CNC=1N=CC2=C(N1)NC=C2C2=CC=1N(C=C2)N=CC1C(=O)NC1CCN(CC1)C)F